L-3,6-anhydrogalactose C1[C@@H]([C@H]([C@@H](O1)[C@@H](C=O)O)O)O